1-tert-Butyl-5-ethyl-4-hydroxy-3-n-propyl-pyrazol C(C)(C)(C)N1N=C(C(=C1CC)O)CCC